2-[3-chloro-4-(trifluoromethyl)benzene-1-carbonyl]-8,8-dimethyl-7-oxo-2-azaspiro[3.5]non-5-ene-6-carbonitrile ClC=1C=C(C=CC1C(F)(F)F)C(=O)N1CC2(C1)C=C(C(C(C2)(C)C)=O)C#N